N-((3S,4S)-4-fluorotetrahydrofuran-3-yl)-3-(1H-imidazol-1-yl)benzamide F[C@H]1[C@H](COC1)NC(C1=CC(=CC=C1)N1C=NC=C1)=O